(S)-3-(5-chloro-2-(((3S,4R)-3-hydroxytetrahydro-2H-pyran-4-yl)amino)pyrimidin-4-yl)-5,6,7,8-tetrahydro-4H-pyrazolo[1,5-a]azepin-4-ol ClC=1C(=NC(=NC1)N[C@H]1[C@@H](COCC1)O)C=1C=NN2C1[C@H](CCCC2)O